tert-Butyl N-(1-methylcyclopropyl)-N-nitroso-carbamate CC1(CC1)N(C(OC(C)(C)C)=O)N=O